2-methoxy-4-(1-(4-(perfluoroethoxy)phenyl)-1H-1,2,4-triazol-3-yl)benzoic acid COC1=C(C(=O)O)C=CC(=C1)C1=NN(C=N1)C1=CC=C(C=C1)OC(C(F)(F)F)(F)F